ClC=1C=C(C=CC1Cl)C=1C=C2C(=NC1)NN=C2C(=O)C=2C(=C(C=CC2F)NS(=O)(=O)CCC)F N-(3-(5-(3,4-dichloro-phenyl)-1H-pyrazolo[3,4-b]pyridine-3-carbonyl)-2,4-difluoro-phenyl)-propane-1-sulfonamide